C1N(CCC2=CC=CC=C12)C[C@H](CN1C[C@H](OC2=C(C1=O)C=CC(=C2)OC2CCN(CC2)CC(C)O)C)O (2R)-4-[(2R)-3-(3,4-dihydro-1H-isoquinolin-2-yl)-2-hydroxy-propyl]-8-[[1-(2-hydroxypropyl)-4-piperidinyl]oxy]-2-methyl-2,3-dihydro-1,4-benzoxazepin-5-one